Cl.NC\C=C(\CN1C=NC2=C1C=C(C=C2C2=CC=NN2C)C#N)/F (Z)-1-(4-amino-2-fluorobut-2-en-1-yl)-4-(1-methyl-1H-pyrazol-5-yl)-1H-benzo[d]imidazol-6-carbonitrile Hydrochloride